isopropyl-amine, Formate salt C(=O)O.C(C)(C)N